ClC1=C(OC2=CC=C(C=C2)C2=NN(C3=C2C=NC=C3)[C@H]3CN(CC3)C(C=C)=O)C=CC=C1F (R)-1-(3-(3-(4-(2-chloro-3-fluorophenoxy)phenyl)-1H-pyrazolo[4,3-c]pyridin-1-yl)pyrrolidin-1-yl)prop-2-en-1-one